OC1[C@@H](O)[C@H](O)[C@@H](O)[C@@H](O1)C(=O)[O-] L-glucopyranosuronate